2-methoxycyclopropanecarboxamide COC1C(C1)C(=O)N